ClC1=NC(=NC(=N1)C1=CC(=CC=C1)[Si](C1=CC=CC=C1)(C1=CC=CC=C1)C1=CC=CC=C1)C1=C(C=CC=C1)N1C2=CC=CC=C2C=2C=CC=CC12 9-(2-(4-chloro-6-(3-(triphenylsilyl)phenyl)-1,3,5-triazin-2-yl)phenyl)-9H-carbazole